FC=1C2=CN(N=C2C=CC1N=C(C1=CC=CC=C1)C1=CC=CC=C1)C N-(4-fluoro-2-methyl-2H-indazol-5-yl)-1,1-diphenylmethanimine